6-(4-Fluoro-2-(4-methyl-4H-1,2,4-triazol-3-yl)phenyl)-2-(6-methyl-4-(1-(1-methyl-1H-pyrazol-4-yl)ethyl)pyridin-2-yl)isoindolin-1-one FC1=CC(=C(C=C1)C1=CC=C2CN(C(C2=C1)=O)C1=NC(=CC(=C1)C(C)C=1C=NN(C1)C)C)C1=NN=CN1C